[As]=S.[Fe] iron-arsenic sulfide